ClC1=NNC=2C1=NN(C(C2)=O)C2=C(C=CC=C2F)C(C)C 3-chloro-5-(2-isopropyl-6-fluorophenyl)-1H-pyrazolo[4,3-c]pyridazin-6(5H)-one